ethyl 3-cyclopropyl-2-(5-(2-(3-fluoroazetidin-1-yl)ethyl)-2-oxopyridin-1(2H)-yl)propanoate C1(CC1)CC(C(=O)OCC)N1C(C=CC(=C1)CCN1CC(C1)F)=O